N1=CC=C2N1C=CC=N2 pyrazolo-[1,5-a]-pyrimidine